(2s)-1-methyl-pyrrolidine-2-carboxylic acid CN1[C@@H](CCC1)C(=O)O